C(C)(C)(C)OC(=O)N1C(CNCC1)C(C1=CN=C(C=C1)CN(CC1=NC=CC=C1)CC1=NC=CC=C1)=O (6-((bis(pyridin-2-ylmethyl)amino)methyl)nicotinoyl)piperazine-1-carboxylic acid tert-butyl ester